O[C@@]1(C(N(CC1)C)=O)C1=CC(=NO1)C=1C=C(C=CC1)C=1SC(=C(N1)C(=O)N)NC=1C(=NC=CC1)OC (R)-2-(3-(5-(3-hydroxy-1-methyl-2-oxopyrrolidin-3-yl)isoxazol-3-yl)phenyl)-5-((2-methoxypyridin-3-yl)amino)thiazole-4-carboxamide